2,2-dimethyl-adipic acid 6-(tert-butyl) 1-methyl ester COC(C(CCCC(=O)OC(C)(C)C)(C)C)=O